C[Si]1(NC[C@H](CCC1)NC(=O)C1=CC=2C(=NC(=C(C2F)F)C)N1)C N-[(4S)-1,1-dimethylsilazepan-4-yl]-4,5-difluoro-6-methyl-1H-pyrrolo[2,3-b]Pyridine-2-carboxamide